N'-((1,2,3,5,6,7-hexahydro-s-indacen-4-yl)carbamoyl)-6-(methylamino)-4,5,6,7-tetrahydrobenzo[b]thiophene-2-sulfonimidamide C1CCC2=C(C=3CCCC3C=C12)NC(=O)N=S(=O)(N)C1=CC2=C(S1)CC(CC2)NC